C1(CC1)C1=C(C(=CC=C1)N1CCN(CC1)C(C)C)NC(=O)N1CCC(CC1)(C)C1=NOC(=N1)[C@H]1[C@H](C1)F N-(2-cyclopropyl-6-(4-isopropylpiperazin-1-yl)phenyl)-4-(5-((1S,2S)-2-fluorocyclopropyl)-1,2,4-oxadiazol-3-yl)-4-methylpiperidine-1-carboxamide